FC=1C(=C(C2=C(C(=C(C(=C2C1F)F)F)C(F)(F)P(=O)(OC(OC(=O)OC(C(F)(F)F)(C(F)(F)F)F)(F)F)OC(C(SC(C(C(C(F)(F)F)(F)F)(F)F)=O)(F)F)(F)F)F)C1=C(C(=C(C(=C1F)F)F)F)F)C(=O)O.NC1=CC=C(OC2=CC=C(C=C2)CCC2=CC=C(C=C2)OC2=CC=C(C=C2)N)C=C1 1,2-bis[4-(4-aminophenoxy)phenyl]ethane perfluorophenyl-7-(((2-(butyrylthio)ethoxy)(((isopropoxycarbonyl)oxy)methoxy)phosphoryl)difluoromethyl)-2-naphthoate